3-(benzofuran-4-yl)isothiazole-5-carboxylic acid O1C=CC2=C1C=CC=C2C2=NSC(=C2)C(=O)O